5-(7-chloro-2,3-dimethyl-1H-pyrrolo[2,3-c]pyridin-4-yl)-3,4-dihydroisoquinoline-2(1H)-carboxylic acid tert-butyl ester C(C)(C)(C)OC(=O)N1CC2=CC=CC(=C2CC1)C1=C2C(=C(N=C1)Cl)NC(=C2C)C